(1S,2R,3R,5R)-2-fluoro-3-((tert-butyl 5-(2-(methoxymethoxy)-4-(1H-pyrazol-4-yl) phenyl) pyrazin-2-yl) (methyl) amino)-8-azabicyclo[3.2.1]octane-8-carboxylate F[C@H]1[C@@H]2CC[C@H](C[C@H]1N(C)C1=NC=C(N=C1C(C)(C)C)C1=C(C=C(C=C1)C=1C=NNC1)OCOC)N2C(=O)[O-]